7-amino-4-(3-methyl-1H-indazol-5-yl)-2-[(oxiran-2-yl)methyl]-2,3-dihydro-1H-isoindol-1-one NC=1C=CC(=C2CN(C(C12)=O)CC1OC1)C=1C=C2C(=NNC2=CC1)C